N'-(tert-butyldimethylsilyl)-N-((3,3-dimethyl-1,2,3,5,6,7-hexahydrodicyclopenta[b,e]pyridine-8-yl)carbamoyl)-2-(5-hydroxy-2,2-dimethyl-1,3-dioxan-5-yl)thiazole-5-sulfonimidamide [Si](C)(C)(C(C)(C)C)N=S(=O)(NC(NC1=C2C(=NC3=C1CCC3)C(CC2)(C)C)=O)C2=CN=C(S2)C2(COC(OC2)(C)C)O